3-(6-(((5-cyclohexyl-1,3,4-oxadiazol-2-yl)amino)methyl)-1-oxoisoindolin-2-yl)piperidine-2,6-dione C1(CCCCC1)C1=NN=C(O1)NCC1=CC=C2CN(C(C2=C1)=O)C1C(NC(CC1)=O)=O